NC1=CC(=NC=N1)NC1=C2C(=NC(=C1)N([C@H]1C[C@@H](CCC1)C#N)C)N(C=N2)C |r| (±)-(1R,3R)-3-{[7-(6-Amino-pyrimidin-4-ylamino)-3-methyl-3H-imidazo[4,5-b]pyridin-5-yl]-methyl-amino}-cyclohexanecarbonitrile